[B](F)F.FC(C1=CC=C(C=C1)C(CC(=O)C1=CC=CC=C1)=O)(F)F 1-(4-trifluoromethylphenyl)-3-phenylpropane-1,3-dione boron difluoride